C(C)(=O)NC=1C=CC(=NC1C)C=1N=NN(C1NC(O[C@H](CF)C1=CC(=CC=C1)F)=O)C (S)-2-fluoro-1-(3-fluorophenyl)ethyl (4-(5-acetamido-6-methylpyridin-2-yl)-1-methyl-1H-1,2,3-triazol-5-yl)carbamate